1,2-diamino-3,6-benzenediol NC1=C(C(=CC=C1O)O)N